N(=[N+]=[N-])[C@]1([C@H]([C@@H]([C@@H](O1)N1C(N=C(C=C1)NC)=O)F)O)CO 1-(4-C-azido-2-deoxy-2-fluoro-β-D-arabinofuranosyl)-4-(methylamino)-2(1H)-Pyrimidinone